FC1=CC=C(C=C1)N1N=CC2=C1N=CN(C2=O)CC2(CCN(CC2)CC2=CC=C(C=C2)C)O 1-(4-fluorophenyl)-5-((4-hydroxy-1-(4-methylbenzyl)piperidin-4-yl)methyl)-1,5-dihydro-4H-pyrazolo[3,4-d]pyrimidin-4-one